tris(2,3,5-trifluorophenyl)borane FC1=C(C=C(C=C1F)F)B(C1=C(C(=CC(=C1)F)F)F)C1=C(C(=CC(=C1)F)F)F